(3R,4R)-1-cyclohexyl-4-{[1-(2,4-difluoro-phenyl)-1H-[1,2,3]triazole-4-carbonyl]-amino}-piperidine-3-carboxylic acid ((R)-1-pyrazin-2-yl-ethyl)-amide N1=C(C=NC=C1)[C@@H](C)NC(=O)[C@@H]1CN(CC[C@H]1NC(=O)C=1N=NN(C1)C1=C(C=C(C=C1)F)F)C1CCCCC1